C(CCCCCCCCCCCCCCC)(=O)NCCCC[C@H](N)C(=O)O Nε-palmitoyl-lysine